C(CCCCCCCCCCC)N1C=[N+](C=C1)C1=C(C=CC=C1C(C)C)C(C)C 1-dodecyl-3-(2,6-diisopropylphenyl)imidazolium